4-chloro-3-(5,7-difluoro-6-(1-methyl-1H-pyrazol-4-yl)-4-oxo-1,4-dihydroquinolin-2-yl)benzonitrile ClC1=C(C=C(C#N)C=C1)C=1NC2=CC(=C(C(=C2C(C1)=O)F)C=1C=NN(C1)C)F